C(C)N1C(CCC1)CNCC=1C=C(C(=C(C1)CCCOS(=O)(=O)C1=CC=C(C=C1)C)OC)OC 3-[5-{(1-ethyl-2-pyrrolidinyl) methylaminomethyl}-2,3-dimethoxyphenyl]Propyl-4-methylbenzenesulfonate